N-(4-fluorophenyl)6-selenocyanohexanamide FC1=CC=C(C=C1)NC(CCCCC[Se]C#N)=O